CC1=C(CNCC(CC(C)=O)O)C(=CC=C1)C 5-(2,6-dimethylbenzylamino)-4-hydroxy-2-pentanone